N4-(2-methoxyethyl)-N2-[(1R,3S)-3-([1,2,4]triazolo[4,3-a]pyridin-3-yl)cyclohexyl]-5-(trifluoromethyl)pyrimidine-2,4-diamine COCCNC1=NC(=NC=C1C(F)(F)F)N[C@H]1C[C@H](CCC1)C1=NN=C2N1C=CC=C2